4-methyl-N-phenylbenzimidazole CC1=CC=CC=2N(C=NC21)C2=CC=CC=C2